ClC1=C(C=CC(=C1)[N+](=O)[O-])[C@@H]1COCCCN1C1=NC(=NC(=C1)C)N |r| (±)-4-[3-(2-Chloro-4-nitro-phenyl)-1,4-oxazepan-4-yl]-6-methyl-pyrimidin-2-amine